isopropyl (2R,3S,5R)-2-(((6-(5-fluoropyrimidin-2-yl)bicyclo[4.1.0]heptan-3-yl)oxy)methyl)-5-methyl-3-(methylsulfonamido)pyrrolidine-1-carboxylate FC=1C=NC(=NC1)C12CCC(CC2C1)OC[C@@H]1N([C@@H](C[C@@H]1NS(=O)(=O)C)C)C(=O)OC(C)C